C(C1=CC=CC=C1)N1C(C[C@@]23[C@@](CC1)([C@@H](CC1=CC=C(C=C12)O)N(CC3)CC3CC3)O)=O (5aS,6R,11bR)-3-benzyl-14-(cyclopropylmethyl)-5a,10-dihydroxy-3,4,5,5a,6,7-hexahydro-6,11b-(epiminoethano)naphtho[1,2-d]azepin-2(1H)-one